NC1=CC(=NC=C1C(=O)N1CCC=2N(N=C3CCN(C[C@H]1C23)C(C=C)=O)C2=CC=C(C=C2)C2CC2)OC(F)F |o1:20| (R or S)-1-(5-(4-amino-6-(difluoromethoxy)nicotinoyl)-2-(4-cyclopropylphenyl)-2,3,4,5,5a,6,8,9-octahydro-7H-1,2,5,7-tetraazabenzo[cd]azulen-7-yl)prop-2-en-1-one